3-fluoropiperidin-4-one HCl Cl.FC1CNCCC1=O